CC(C)(C)[Si](OC1CCC(CC1)C=1C=C(N(N1)C(C)(C)C)N)(C1=CC=CC=C1)C1=CC=CC=C1 5-[(1s,4s)-4-{[(2-methylpropan-2-yl)diphenylsilyl]oxy}cyclohexyl]-2-(2-methylpropan-2-yl)pyrazol-3-amine